{1,3-bis[2,6-bis(propan-2-yl)phenyl]imidazolidin-2-ylidene}(difluoromethyl)silver CC(C)C1=C(C(=CC=C1)C(C)C)N1C(N(CC1)C1=C(C=CC=C1C(C)C)C(C)C)=[Ag]C(F)F